NC1=NC=CC=C1C1=NC=2C(=NC(=CC2)C2=CC=CC=C2)N1C1=CC=C(CNC(C2=C(C=CC(=C2)C=O)O)=O)C=C1 N-(4-(2-(2-Aminopyridin-3-yl)-5-phenyl-3H-imidazo[4,5-b]pyridin-3-yl)benzyl)-5-formyl-2-hydroxybenzamide